2,4-dimethoxybenzenesulfonamide COC1=C(C=CC(=C1)OC)S(=O)(=O)N